tert-butyl 9-(4-(7-hydroxy-3-phenylchroman-4-yl)phenyl)-3,9-diazaspiro[5.5]undecane-3-carboxylate OC1=CC=C2C(C(COC2=C1)C1=CC=CC=C1)C1=CC=C(C=C1)N1CCC2(CCN(CC2)C(=O)OC(C)(C)C)CC1